F[Sb-](F)(F)(F)(F)F.C1(=CC=CC=C1)[Se+](C1=CC=CC=C1)C1=CC=CC=C1 triphenylselenonium fluoroantimonate